C1=CC=CC=2C3=CC=CC=C3C(C12)COC(=O)N[C@@H](CCC(=O)ON1C(C2=CC=CC=C2C1=O)=O)C(=O)OC(C)(C)C 1-(tert-Butyl) 5-(1,3-dioxoisoindolin-2-yl) (((9H-fluoren-9-yl)methoxy)carbonyl)-L-glutamate